N1=C(C=CC=C1)C1=NC2=C3N=C(C=CC3=CC=C2C=C1)C1=NC=CC=C1 2,9-di(pyridine-2-yl)-1,10-phenanthroline